C\C(=C/COC=1C=C(OCCO)C=C(C1)CCCCCCCCCCCCCCC)\CCC=C(C)C (e)-2-(3-((3,7-dimethylocta-2,6-dien-1-yl)oxy)-5-pentadecylphenoxy)ethan-1-ol